Octyl-dimethyl-2-hydroxyethyl-ammonium triflate [O-]S(=O)(=O)C(F)(F)F.C(CCCCCCC)[N+](CCO)(C)C